ethyl (3S,4R)- and (3R,4S)-4-aminotetrahydro-2H-pyran-3-carboxylate N[C@H]1[C@@H](COCC1)C(=O)OCC |r|